7-Chloro-N-(5-(6-ethyl-2,6-diazaspiro[3.4]octan-2-yl)pentan-2-yl)quinolin-4-amine ClC1=CC=C2C(=CC=NC2=C1)NC(C)CCCN1CC2(C1)CN(CC2)CC